trinaphthylsulfonium trifluoromethanesulfonate FC(S(=O)(=O)[O-])(F)F.C1(=CC=CC2=CC=CC=C12)[S+](C1=CC=CC2=CC=CC=C12)C1=CC=CC2=CC=CC=C12